(S)-6-bromo-3-ethyl-4-(phenyl-(tetrahydro-2H-pyran-4-yl)methyl)-4H-thieno[2',3':4,5]pyrrolo[3,2-b]pyridine-2-carboxylic acid methyl ester COC(=O)C1=C(C2=C(C3=NC=C(C=C3N2[C@@H](C2CCOCC2)C2=CC=CC=C2)Br)S1)CC